N-(phenylpropyl)-1-(4-(hydroxycarbamoyl)benzyl)-1H-indole-3-carboxamide C1(=CC=CC=C1)CCCNC(=O)C1=CN(C2=CC=CC=C12)CC1=CC=C(C=C1)C(NO)=O